(E)-2-chloro-5-(4-methoxystyryl)benzaldehyde ClC1=C(C=O)C=C(C=C1)\C=C\C1=CC=C(C=C1)OC